1-((4,4-Difluorocyclohexyl)-oxy)-3-methoxy-5-nitrobenzene FC1(CCC(CC1)OC1=CC(=CC(=C1)[N+](=O)[O-])OC)F